CC1=C(C=2N(C=C1C1=C(C=3C(=CN=C(C3C)N3CCC(CC3)NCC(C)(O)C)N1)C(C)C)N=CN2)C 1-((1-(2-(7,8-dimethyl-[1,2,4]triazolo[1,5-a]pyridin-6-yl)-3-isopropyl-4-methyl-1H-pyrrolo[2,3-c]pyridin-5-yl)piperidin-4-yl)amino)-2-methylpropan-2-ol